FC(C(C(C(F)(F)F)(F)F)(F)F)(C(=O)[O-])F perfluoro-butane-1-carboxylate